C1(=CC=CC=C1)C1CCN(CC1)CC(=O)O 2-(4-phenylpiperidin-1-yl)acetic acid